2-hydroxy-1-propanethiol OC(CS)C